OCC1(C2=CC=CC=C2C=2C=CC=CC12)CO 9,9-bis-hydroxymethyl-fluorene